(7-(Benzyloxy)quinolin-2-yl)methanol C(C1=CC=CC=C1)OC1=CC=C2C=CC(=NC2=C1)CO